C(C)N(CC)CC.C1(=CC=CC=C1)S(=O)(=O)O benzenesulfonic acid-triethylamine salt